ClC1=CC=C(C=C1)C1=CC=C(C=N1)CN1CCN(CC1)CC=1C=C2C=NC(C2=CC1)=O 5-((4-((6-(4-chlorophenyl)pyridin-3-yl)methyl)piperazin-1-yl)methyl)-1-oxoisoindole